FC=1C=C2C(=NC1)C=C(N2)C(=O)N2CCC(CC2)C2=C(C=CC=C2)C(F)(F)F (6-fluoro-1H-pyrrolo[3,2-b]pyridin-2-yl)(4-(2-(trifluoromethyl)phenyl)piperidin-1-yl)methanone